tert-Butyl N-[3-(tert-butylcarbamoyl)phenyl]carbamate C(C)(C)(C)NC(=O)C=1C=C(C=CC1)NC(OC(C)(C)C)=O